COC=1N=C2C=CC=NC2=CC1OC 6,7-Dimethoxy-1,5-naphthyridin